2-[(4-chloro-2-methyl-pyrazole-3-carbonyl)amino]-4-[3-[2-(5,6,7,8-tetrahydro-1,8-naphthyridin-2-yl)ethyl]cyclobutoxy]butanoic acid ClC1=C(N(N=C1)C)C(=O)NC(C(=O)O)CCOC1CC(C1)CCC1=NC=2NCCCC2C=C1